tert-butyl 7-(2-(2-(6-amino-5-cyano-2-methyl-4-oxopyrido[3,4-d]pyrimidin-3(4H)-yl)ethoxy)-5-chlorophenyl)-5-methylthieno[3,2-b]pyridine-3-carboxylate NC1=C(C2=C(N=C(N(C2=O)CCOC2=C(C=C(C=C2)Cl)C2=C3C(=NC(=C2)C)C(=CS3)C(=O)OC(C)(C)C)C)C=N1)C#N